C(CCCCCCCCC)C1=C2C=CC=CC2=NC=2C3=C(C=CC12)C=CC=C3 7-decyl-benzo[c]acridine